nonadecyl p-toluenesulfonate CC1=CC=C(C=C1)S(=O)(=O)OCCCCCCCCCCCCCCCCCCC